C(C)O[Si](CCCCCC[SiH2]C(NCCC[Si](OC)(OC)OC)NCCC[Si](OC)(OC)OC)(OCC)OCC 1-triethoxysilyl-6-bis(trimethoxysilylpropylamino)methylsilylhexane